COC1=NN(C=C1C#N)C1=NC=C(C=C1)CN1C[C@H](NCC1)C=1C(=C2COC(C2=CC1)=O)C (R)-3-methoxy-1-(5-((3-(4-methyl-1-oxo-1,3-dihydroisobenzofuran-5-yl)piperazin-1-yl)methyl)pyridin-2-yl)-1H-pyrazole-4-carbonitrile